5-chloro-2-methyl-1-(pyridin-2-yl)indole ClC=1C=C2C=C(N(C2=CC1)C1=NC=CC=C1)C